[OH-].[Fe+2].[OH-] iron hydroxide